C1(CCCCC1)P(C1=CC(=CC=C1)CC)C1CCCCC1 dicyclohexyl-(3-ethylphenyl)phosphine